3-(2,6-dichlorophenyl)-8-(3-methyl-1-(piperidin-4-yl)-1H-pyrazol-4-yl)-7-((2-(trimethylsilyl)ethoxy)methyl)-3H-pyrrolo[3',2':5,6]pyrido[4,3-d]pyrimidin-4(7H)-one ClC1=C(C(=CC=C1)Cl)N1C=NC2=C(C1=O)C=NC1=C2C=C(N1COCC[Si](C)(C)C)C=1C(=NN(C1)C1CCNCC1)C